OC1(CCN(CC1)C1=NC=CC(=N1)NC=1N=CC2=C(C=CC(=C2C1)C(C)(C)NC(C=C)=O)N1[C@@H]([C@H](C1)CS(=O)(=O)C)C)C N-(2-(3-((2-(4-hydroxy-4-methylpiperidin-1-yl)pyrimidin-4-yl)amino)-8-((2R,3S)-2-methyl-3-((methylsulfonyl)methyl)azetidin-1-yl)isoquinolin-5-yl)propan-2-yl)acrylamide